ethyl 2-[4-(tert-butoxycarbonyl)piperazin-1-yl]pyrimidine-5-carboxylate C(C)(C)(C)OC(=O)N1CCN(CC1)C1=NC=C(C=N1)C(=O)OCC